tri(dimethylamino)lanthanum CN(C)[La](N(C)C)N(C)C